1-methyl-1H-tetrazole CN1N=NN=C1